C1=C(OC(=C1)C(=O)O)C(O)O The molecule is a member of the class of furoic acids that is 2-furoic acid substituted at position 5 by a dihydroxymethyl group. It is a furoic acid and an aldehyde hydrate. It is a conjugate acid of a 5-(dihydroxymethyl)-2-furoate.